NC1=C(C=C2C(=CC=NC2=C1)OC1=CC=C(C=C1)NC(=O)C1(CC1)C(NC1=CC=C(C=C1)F)=O)C(=O)O 7-amino-4-[4-[[1-[(4-fluorophenyl)carbamoyl]-cyclopropanecarbonyl]-amino]phenoxy]-quinoline-6-carboxylic acid